1-[3-(trifluoromethyl)phenyl]piperidine-4-carboxamide tert-butyl-(R)-pyrrolidin-3-ylcarbamate C(C)(C)(C)N(C(O)=O)[C@H]1CNCC1.FC(C=1C=C(C=CC1)N1CCC(CC1)C(=O)N)(F)F